N-(5-((8-(4-fluoro-2-isopropoxyphenyl)quinazolin-2-yl)amino)-2-methylphenyl)-1-methylazetidine-3-carboxamide FC1=CC(=C(C=C1)C=1C=CC=C2C=NC(=NC12)NC=1C=CC(=C(C1)NC(=O)C1CN(C1)C)C)OC(C)C